C1(CC1)C1=CC2=C(N=C(N=C2)NC2CCN(CC2)S(=O)(=O)C)C(=N1)N1CC2(CNC2)C(C1)(F)F 6-cyclopropyl-8-(8,8-difluoro-2,6-diazaspiro[3.4]oct-6-yl)-N-(1-(methylsulfonyl)piperidin-4-yl)pyrido[3,4-d]pyrimidin-2-amine